C1(CC1)/C=C/B1OC(C(O1)(C)C)(C)C (E)-2-(2-cyclopropylvinyl)-4,4,5,5-tetramethyl-1,3,2-dioxaborolan